COC1=C(C=CC(=C1)OC)CN1C(=NC=2C(=NC(=CC21)C)C)N 1-[(2,4-dimethoxyphenyl)methyl]-4,6-dimethyl-imidazo[4,5-c]pyridin-2-amine